triphenylphosphine triflate salt OS(=O)(=O)C(F)(F)F.C1(=CC=CC=C1)P(C1=CC=CC=C1)C1=CC=CC=C1